ClC=1C(=C(C=CC1)C=1CCCC2=C(C1C1=CC=C(C=C1)C=C1CN(C1)CCC(F)F)C=CC=C2)C 8-(3-Chloro-2-methylphenyl)-9-(4-((1-(3,3-difluoropropyl)azetidin-3-yliden)methyl)phenyl)-6,7-dihydro-5H-benzo[7]annulen